homomorpholinium hydrochloride Cl.[NH2+]1CCOCCC1